C(C)(=O)OCCCCCC\C=C\C=C/CC (7E,9z)-dodeca-7,9-dien-1-yl acetate